(2R)-3-(benzyloxy)-2-[(tert-butoxycarbonyl)amino]propionic acid C(C1=CC=CC=C1)OC[C@H](C(=O)O)NC(=O)OC(C)(C)C